5-oxo-2-(1H-1,2,3-triazole-4-carboxamido)hexanediamide O=C(CCC(C(=O)N)NC(=O)C=1N=NNC1)C(=O)N